FC=1C(=C(C=CC1F)[C@H]1[C@@H](O[C@]([C@H]1C)(C(F)(F)F)C)C=1NC(=CC(C1CNC(C(C)C)=O)=O)C)OC N-((2-((2R,3S,4S,5R)-3-(3,4-difluoro-2-methoxyphenyl)-4,5-dimethyl-5-(trifluoromethyl)tetrahydrofuran-2-yl)-6-methyl-4-oxo-1,4-dihydropyridin-3-yl)methyl)isobutyramide